OC1=CC=C(C=C1)C(C)(CCC1=CC=C(C=C1)O)C 2,4-Di-(4'-hydroxyphenyl)-2-methylbutane